ClC1=NC=C(C(=N1)N1N=C(C(=C1)C=O)C)C 1-(2-chloro-5-methylpyrimidin-4-yl)-3-methyl-1H-pyrazole-4-carbaldehyde